N,N-Bis(2-hydroxyethyl)undecenamide C=CCCCCCCCCC(=O)N(CCO)CCO